ClC=1C(=CC(=NC1)OC)C1=CC(=NN1)C(=O)N1CCC(CC1)C(=O)NCC=1C=NC(=CC1)OC 1-[5-(5-chloro-2-methoxypyridin-4-yl)-1H-pyrazole-3-carbonyl]-N-[(6-methoxypyridin-3-yl)methyl]piperidine-4-carboxamide